N,N'-bis(4-aminophenyl)tetramethylenediamine NC1=CC=C(C=C1)NCCCCNC1=CC=C(C=C1)N